CC1CCCC(=N1)C=1C=CC2=C(N=CS2)C1 5-(6-methyl-3,4,5,6-tetrahydropyridin-2-yl)benzo[d]thiazole